6-(2-aminocyclopropyl)-7-methyl-5-[4-(pyrrolidine-1-carbonyl)phenyl]-7H-pyrrolo[2,3-d]pyrimidin-4-amine NC1C(C1)C1=C(C2=C(N=CN=C2N)N1C)C1=CC=C(C=C1)C(=O)N1CCCC1